BrC1=C2C=NN(C2=CC(=C1OC(F)(F)Br)Cl)C1OCCCC1 4-bromo-5-(bromodifluoromethoxy)-6-chloro-1-(tetrahydro-2H-pyran-2-yl)-1H-indazole